BrC1=C(C=NN1S(=O)(=O)C1=CC=C(C)C=C1)C1=CC=C2C(N(C=NC2=C1)[C@H](C)C=1C=C(C(=O)NC)C=CC1)=O (R)-3-(1-(7-(5-bromo-1-tosyl-1H-pyrazol-4-yl)-4-oxoquinazolin-3(4H)-yl)ethyl)-N-methylbenzamide